CC1=CC=C(C=C1)C1=CC=C(C=C1)B(O)O 4'-METHYL-4-BIPHENYLBORONIC ACID